C(C)(C)(C)C=1C=C(CCC(=O)OCC(COC(CCC2=CC(=C(C(=C2)C(C)(C)C)O)C(C)(C)C)=O)(COC(CCC2=CC(=C(C(=C2)C(C)(C)C)O)C(C)(C)C)=O)COC(CCC2=CC(=C(C(=C2)C(C)(C)C)O)C(C)(C)C)=O)C=C(C1O)C(C)(C)C pentaerythritol tetrakis(3,5-di-tert-butyl-4-hydroxy hydrocinnamate)